N,N,N',N''-tetrakis(2-hydroxyethyl)-diethylene-triamine OCCN(CCN(CCNCCO)CCO)CCO